N,N-dimethyl-3-stearoylpropylamine CN(C)CCCC(CCCCCCCCCCCCCCCCC)=O